C(#N)C=1C=C(C=CC1)[C@H](C)N1C(=NC2=C1C=CC(=C2)C(=O)NCC2=CC=C(C=C2)S(=O)(=O)CC)C(F)(F)F (S)-1-(1-(3-cyanophenyl)ethyl)-N-(4-(ethylsulfonyl)benzyl)-2-(trifluoromethyl)-1H-benzo[d]imidazole-5-carboxamide